4-((3R,4R)-3,4-bis((t-butoxycarbonyl)amino)-pyrrolidin-1-yl)-4-oxobutanoic acid C(C)(C)(C)OC(=O)N[C@@H]1CN(C[C@H]1NC(=O)OC(C)(C)C)C(CCC(=O)O)=O